C(C)(C)N(P(OCC[Si](C)(C)C)OCC[Si](C)(C)C)C(C)C bis(2-(trimethylsilyl) ethyl) diisopropylphosphoramidite